3-methyl-5-(4-(trifluoromethoxy)phenyl)pyrimidin-4(3H)-one CN1C=NC=C(C1=O)C1=CC=C(C=C1)OC(F)(F)F